(1-(2-chloro-3-fluoropyridin-4-yl)-4-methyl-1H-1,2,3-triazol-5-yl)methanol ClC1=NC=CC(=C1F)N1N=NC(=C1CO)C